C(CCCC)[N+](C)(C)C amyl-trimethylammonium